C(C)(C)(C)OC(=O)N1CC(CC1)C1=C(C2=C(N=CN=C2N)N1C)C1=CC=C(C=C1)OC1=NC=CC=N1 3-(4-amino-7-methyl-5-(4-(pyrimidin-2-yloxy)phenyl)-7H-pyrrolo[2,3-d]pyrimidin-6-yl)pyrrolidine-1-carboxylic acid tert-butyl ester